(S)-N-((1R,2R)-1-(3-chloro-4-cyclopropoxyphenyl)-1-hydroxy-3-(pyrrolidin-1-yl)propan-2-yl)-1-(naphthalen-2-yl)pyrrolidine-3-carboxamide ClC=1C=C(C=CC1OC1CC1)[C@H]([C@@H](CN1CCCC1)NC(=O)[C@@H]1CN(CC1)C1=CC2=CC=CC=C2C=C1)O